N-(1,2-benzoxazol-5-yl)-2-nitrobenzenesulfonamide O1N=CC2=C1C=CC(=C2)NS(=O)(=O)C2=C(C=CC=C2)[N+](=O)[O-]